ClC1=C(C=CC=C1)C1=CCOC2=CC(=CC=C12)OC(C(N1CC(CCC1)C=1N=NNN1)=O)C 4-(2-chlorophenyl)-7-[1-methyl-2-oxo-2-[3-(2H-tetrazol-5-yl)-1-piperidyl]ethoxy]chromen